7-hydroxy-2-(methoxymethyl)-3-methyl-6,7-dihydropyrazolo[1,5-a]pyrazin-4(5H)-one OC1CNC(C=2N1N=C(C2C)COC)=O